5-[(1R)-3-(3-benzyloxypropoxy)-1-methyl-propoxy]-3-iodo-1-tetrahydropyran-2-yl-pyrazolo[3,4-c]pyridine C(C1=CC=CC=C1)OCCCOCC[C@H](OC=1C=C2C(=CN1)N(N=C2I)C2OCCCC2)C